S(=O)(=O)(O)C(C(C(=O)O)N1C(CCC1=O)=O)(C(=O)O)S(=O)(=O)O.C(CO)O ethyleneglycol bissulfosuccinimidyl-succinate